CN1C(=NC2=C1C=C(C=C2C)C2=CC=C(C=O)C=C2)C2=CC=C(C=C2)S(=O)(=O)C 4-(1,4-dimethyl-2-(4-(methylsulfonyl)phenyl)-1H-benzo[d]imidazol-6-yl)benzaldehyde